methyl 3-{[(3S)-3-(benzyloxy)-5-(4-{3-[(tert-butoxycarbonyl)amino]propyl}-1,4-diazepan-1-yl)pentyl]oxy}-4,5-dimethoxybenzoate C(C1=CC=CC=C1)O[C@H](CCOC=1C=C(C(=O)OC)C=C(C1OC)OC)CCN1CCN(CCC1)CCCNC(=O)OC(C)(C)C